CC1=C(C(=O)NC2=NC=C(C=C2)C)C=CC=C1[N+](=O)[O-] 2-methyl-N-(5-methylpyridin-2-yl)-3-nitrobenzamide